3-(1-Fluorocyclopropyl)-3-hydroxy-N-((R)-2-methoxy-1-(3-(trifluoromethoxy)phenyl)ethyl)butanamide FC1(CC1)C(CC(=O)N[C@@H](COC)C1=CC(=CC=C1)OC(F)(F)F)(C)O